Tert-butyl (E)-3-(2-methylpyrimidin-5-yl)acrylate CC1=NC=C(C=N1)/C=C/C(=O)OC(C)(C)C